F[C@H]1CN(CC[C@H]1OC)C=1N=NC=C(N1)NC=1N=CC2=C(C=CC(=C2C1)C(C)C)N1[C@@H]([C@H](C1)CS(=O)(=O)C)C N-{3-[(3S,4R)-3-fluoro-4-methoxy-piperidin-1-yl]-1,2,4-triazin-5-yl}-8-[(2R,3S)-3-(methanesulfonyl-methyl)-2-methylazetidin-1-yl]-5-(propan-2-yl)isoquinolin-3-amine